FC1=C(OC2=C(C=C(C=C2)S(=O)(=O)C(C)C)C=2C3=C(C(N(C2)C)=O)NC=C3)C=CC(=C1)F 4-[2-(2,4-difluorophenoxy)-5-(propan-2-ylsulfonyl)phenyl]-6-methyl-1,6-dihydro-7H-pyrrolo[2,3-c]pyridin-7-one